FC=1C=CC=2N(C1)N=CC2C(=O)NC2=C(C=C(C(=C2)C2=NN=C(N2)C(C)C)F)C 6-Fluoro-N-[4-fluoro-2-methyl-5-(5-propan-2-yl-4H-1,2,4-triazol-3-yl)phenyl]pyrazolo[1,5-a]pyridine-3-carboxamide